COC[C@H]1N(CCC1)NC(CCC=1N=C(N(C1)C1=CC=CC=C1)NC(C1=CC(=CC=C1)C=1C=NNC1)=O)=O (S)-N-(4-(3-((2-(methoxymethyl)pyrrolidin-1-yl)amino)-3-oxopropyl)-1-phenyl-1H-imidazol-2-yl)-3-(1H-pyrazol-4-yl)benzamide